C(C)(C)(C)OC(=O)[C@H]1CN(CCC1)N (R)-3-tert-butoxycarbonyl-aminopiperidine